O=C1NC(CCC1OC1=CC=C(C=C1)C1C(CN(CC1)C(=O)OC(C)(C)C)(F)F)=O tert-butyl 4-(4-((2,6-dioxopiperidin-3-yl) oxy) phenyl)-3,3-difluoropiperidine-1-carboxylate